2,2-difluoro-2-(4-methoxynaphthalen-1-yl)-N-phenylacetamide FC(C(=O)NC1=CC=CC=C1)(C1=CC=C(C2=CC=CC=C12)OC)F